CC1=NC2=C(C=CC=C2C=C1)N[C@@H]1[C@H](CCCC1)NCC1=NC=CC=C1 (1S,2S)-N1-(2-methylquinolin-8-yl)-N2-(pyridin-2-ylmethyl)cyclohexane-1,2-diamine